2,3-DIFLUORO-6-METHYLBENZALDEHYDE FC1=C(C=O)C(=CC=C1F)C